6-azido-6-deoxy-2-acetamidoglucose N(=[N+]=[N-])C[C@H]([C@H]([C@@H]([C@](C=O)(O)NC(C)=O)O)O)O